para-tertiary butylphenyl glycidyl ether C(C1CO1)OC1=CC=C(C=C1)C(C)(C)C